1-((S)-1-((2S,4R)-2-(benzo[d]thiazol-2-yl)-4-hydroxypyrrolidin-1-yl)-3-methyl-1-oxobutan-2-yl)-1H-1,2,3-triazole-4-carboxamide S1C(=NC2=C1C=CC=C2)[C@H]2N(C[C@@H](C2)O)C([C@H](C(C)C)N2N=NC(=C2)C(=O)N)=O